Benzyl N-[4-(3-{2,7-diazabicyclo[4.2.0]octan-2-yl}benzenesulfonyl)-2-fluorophenyl]carbamate C12N(CCCC2NC1)C=1C=C(C=CC1)S(=O)(=O)C1=CC(=C(C=C1)NC(OCC1=CC=CC=C1)=O)F